(1R)-1-[2-[[6-[2-(dimethylamino)ethyl]-7,8-dihydro-5H-1,6-naphthyridin-2-yl]amino]-8-piperidin-1-ylpyrido[3,4-d]pyrimidin-6-yl]ethanol CN(CCN1CC=2C=CC(=NC2CC1)NC=1N=CC2=C(N1)C(=NC(=C2)[C@@H](C)O)N2CCCCC2)C